C1CNCC2C3=CC=CC=C3CC12 2,3,4,4a,9,9a-hexahydro-1H-3-azafluorene